Lanthanum disulfide [S-2].[S-2].[La+3]